C(C=C)(=O)N1CC(CC1)C=1C=C(C=C2C=NC=NC12)C1=CC=C(C(=O)NC2=CC=NC=C2)C=C1 4-(8-(1-acryloylpyrrolidin-3-yl)quinazolin-6-yl)-N-(pyridin-4-yl)benzamide